2-(2,6-dioxopiperidin-3-yl)-5-(1-(3-(4-(2-(4-(6-hydroxy-2-(4-hydroxyphenyl)benzo[b]thiophene-3-carbonyl)phenoxy)ethyl)piperazin-1-yl)propyl)piperidin-4-yl)isoindoline-1,3-dione O=C1NC(CCC1N1C(C2=CC=C(C=C2C1=O)C1CCN(CC1)CCCN1CCN(CC1)CCOC1=CC=C(C=C1)C(=O)C=1C2=C(SC1C1=CC=C(C=C1)O)C=C(C=C2)O)=O)=O